FC1([C@@H]([C@H](CCC1)N1CCN(CC1)C(C)C)NC(=O)N1CCC(CC1)(C=1OC2=C(N1)CCCC2)C)F |r| rac-N-{(1R,6S)-2,2-difluoro-6-[4-(propan-2-yl)piperazin-1-yl]cyclohexyl}-4-methyl-4-(4,5,6,7-tetrahydro-1,3-benzooxazol-2-yl)piperidine-1-carboxamide